OC1=CC=C(\C=C\2/C(OC3=C(C2=O)C=C(C=C3)F)C3=CC=C(C=C3)O)C=C1 (E)-3-(4-hydroxybenzylidene)-6-fluoro-2-(4-hydroxyphenyl)-2,3-dihydro-4H-1-benzopyran-4-one